6-chloro-N-(5-chloro-1-(difluoromethyl)-1H-pyrazol-4-yl)-7-(5-methylpyridin-2-yl)-1H-indole-3-sulfonamide ClC1=CC=C2C(=CNC2=C1C1=NC=C(C=C1)C)S(=O)(=O)NC=1C=NN(C1Cl)C(F)F